(R)-4-((1-(3-(difluoromethyl)-2-fluorophenyl)ethyl)amino)-6-(1-(fluoromethyl)cyclopropyl)-2-Methyl-8-((1-methyl-1H-pyrazol-4-yl)oxy)pyrido[4,3-d]pyrimidin-7(6H)-one FC(C=1C(=C(C=CC1)[C@@H](C)NC=1C=2C(N=C(N1)C)=C(C(N(C2)C2(CC2)CF)=O)OC=2C=NN(C2)C)F)F